(R)-1-(3-(1,1-difluoroethyl)-2-fluorophenyl)ethane-1-amine hydrochloride Cl.FC(C)(F)C=1C(=C(C=CC1)[C@@H](C)N)F